(4-(quinolin-3-yl)pyrimidin-2-yl)piperidine N1=CC(=CC2=CC=CC=C12)C1=NC(=NC=C1)N1CCCCC1